C1(CCCCC1)NC(CC)C 3-cyclohexylaminobutane